N-(4-(1-(5-aminopentyl)-4-methyl-6-oxo-1,4,5,6-tetrahydropyridazin-3-yl)phenyl)-1,3-dihydro-2H-pyrrolo[3,4-c]pyridine-2-carboxamide NCCCCCN1N=C(C(CC1=O)C)C1=CC=C(C=C1)NC(=O)N1CC=2C=NC=CC2C1